Ethyl ((trans-4-((4-(2-cyclopropyloxazol-4-yl)pyridin-2-yl) ((trans-4-(5-methoxy-6-methylpyridin-2-yl)cyclohexyl)methyl) carbamoyl)cyclohexyl) methyl)carbamate C1(CC1)C=1OC=C(N1)C1=CC(=NC=C1)N(C(=O)[C@@H]1CC[C@H](CC1)CNC(OCC)=O)C[C@@H]1CC[C@H](CC1)C1=NC(=C(C=C1)OC)C